C(\C=C\C(=O)O)(=O)O.CC1=C(C=CC(=C1)C)SC1=C(C=CC=C1)N1CCNCC1 1-(2-((2,4-Dimethylphenyl)thio)phenyl)piperazine fumarate salt